4-(4-((1R,5S)-3,8-diazabicyclo[3.2.1]octan-3-yl)-6,8-difluoro-2-(((2R,7aS)-2-fluorotetrahydro-1H-pyrrolizin-7a(5H)-yl)methoxy)quinazolin-7-yl)-5-fluoronaphthalen-2-ol [C@H]12CN(C[C@H](CC1)N2)C2=NC(=NC1=C(C(=C(C=C21)F)C2=CC(=CC1=CC=CC(=C21)F)O)F)OC[C@]21CCCN1C[C@@H](C2)F